[O-2].[Zn+2].[Ga+3].[Sn+4] tin-gallium-zinc-oxide